O1C=CN(C=C1)C1=NC=2N(C=C1)N=CC2C(=O)N 5-(1,4-oxazin-4-yl)pyrazolo[1,5-a]pyrimidine-3-carboxamide